2-acetyl-7-chloro-naphtho[2,3-b]Furan-4,9-dione C(C)(=O)C1=CC2=C(O1)C(C1=CC(=CC=C1C2=O)Cl)=O